3β,5α-Dibenzyloxy-7β,19-epoxy-cholestan-6-on C(C1=CC=CC=C1)O[C@@H]1C[C@@]2(C([C@H]3[C@H]4[C@@H]5CC[C@H]([C@@H](CCCC(C)C)C)[C@]5(CC[C@@H]4[C@]2(CC1)CO3)C)=O)OCC3=CC=CC=C3